FC([C@@H]([C@]1(CN(CC1)C(C)(C)C=1C=NC(=CC1)C)CCC=1SC(=CC1)F)NC(OC(C)C)=O)(F)F |o1:3| isopropyl ((R)-2,2,2-trifluoro-1-((R or S)-3-(2-(5-fluorothiophen-2-yl)ethyl)-1-(2-(6-methylpyridin-3-yl)propan-2-yl)pyrrolidin-3-yl)ethyl)carbamate